3-(3-Hydroxy-3-(4-(trifluoromethyl)phenyl)prop-1-yn-1-yl)pyrrolidine-1-carboxylic acid tert-butyl ester C(C)(C)(C)OC(=O)N1CC(CC1)C#CC(C1=CC=C(C=C1)C(F)(F)F)O